(S)-4-(4-((benzyloxy)carbonyl)-3-(cyanomethyl)piperazin-1-yl)-2-(methylsulfonyl)-5,6-dihydropyrido[3,4-d]pyrimidine-7(8H)-carboxylic acid tert-butyl ester C(C)(C)(C)OC(=O)N1CC=2N=C(N=C(C2CC1)N1C[C@@H](N(CC1)C(=O)OCC1=CC=CC=C1)CC#N)S(=O)(=O)C